ClC=1C=C(C=CC1F)[C@H](NC(=O)N1CC(NCC1)=O)C1CCN(CC1)CC(F)(F)F N-((R)-(3-chloro-4-fluorophenyl)(1-(2,2,2-trifluoroethyl)piperidin-4-yl)methyl)-3-oxopiperazine-1-carboxamide